sodium tristaurine NCCS(=O)(=O)O.NCCS(=O)(=O)O.NCCS(=O)(=O)O.[Na]